4-benzyloxyaniline C(C1=CC=CC=C1)OC1=CC=C(N)C=C1